4-(4-(6,7-dihydro-5H-pyrrolo[3,4-b]pyridine-6-carboxamido)phenyl)bicyclo[2.2.2]octane-1-carboxylic acid N1=C2C(=CC=C1)CN(C2)C(=O)NC2=CC=C(C=C2)C21CCC(CC2)(CC1)C(=O)O